C1(CC1)COC1=CN=CC(=N1)C1=CC(=C(N(C)CCCC(=O)O)C(=C1)F)F 4-[4-[6-(cyclopropylmethoxy)pyrazin-2-yl]-2,6-difluoro-N-methyl-anilino]butyric acid